BrC1=C(C=CC=C1Cl)CBr 2-bromo-1-(bromomethyl)-3-chlorobenzene